CC1C(C1)CCCCC 1-methyl-2-pentyl-cyclopropane